C(C)(C)(C)OOC(C)CCC(C)OOC(C)(C)C 2,5-di(t-butylperoxy)hexane